N-((3aR,5R,6R,6aS)-6-((tert-butyldimethylsilyl)oxy)-5-(((tert-butyldimethylsilyl)oxy)methyl)-3a,5,6,6a-tetrahydrofuro[2,3-d]oxazol-2-yl)acetamide [Si](C)(C)(C(C)(C)C)O[C@@H]1[C@H](O[C@H]2N=C(O[C@H]21)NC(C)=O)CO[Si](C)(C)C(C)(C)C